(3-bromophenyl)(4-methyl-4H-1,2,4-triazol-3-yl)(oxetan-3-yl)methanol BrC=1C=C(C=CC1)C(O)(C1COC1)C1=NN=CN1C